sodium ((6,7-dihydro-5H-pyrazolo[5,1-b][1,3]oxazin-3-yl)sulfonyl)amide N1=CC(=C2OCCCN21)S(=O)(=O)[NH-].[Na+]